2-deutero-quinoline-8-carbonitrile [2H]C1=NC2=C(C=CC=C2C=C1)C#N